F[C@H]1C[C@H]2[C@@H]3C[C@H]([C@H](C(CO)=O)[C@]3(C[C@@H]([C@@H]2[C@]2(C=CC(C=C12)=O)C)O)C)C 6a-fluoro-11b,21-dihydroxy-16a-methylpregna-1,4-diene-3,20-dione